BrC=1C=CN2N=C(N=C(C21)OC2COC2)Cl 5-Bromo-2-chloro-4-(oxetan-3-yloxy)pyrrolo[2,1-f][1,2,4]triazine